4-[3-(1,3-Benzodioxol-5-ylamino)-7-methylimidazo[1,2-a]pyridin-2-yl]phenol O1COC2=C1C=CC(=C2)NC2=C(N=C1N2C=CC(=C1)C)C1=CC=C(C=C1)O